tert-Butyl N-cyclobutylcarbamate C1(CCC1)NC(OC(C)(C)C)=O